3-[2-(4-chloro-3-methoxy-phenyl)-6-methyl-5,6-dihydro-1,3,4-oxadiazin-4-yl]-1,2-benzothiazole 1,1-dioxide ClC1=C(C=C(C=C1)C=1OC(CN(N1)C1=NS(C2=C1C=CC=C2)(=O)=O)C)OC